C(C)OC(=O)C1=NC2=CC=C(C=C2C(=N1)NCC1=CC(=CC=C1)Cl)Br 6-bromo-4-((3-chlorobenzyl)amino)quinazoline-2-carboxylic acid ethyl ester